1,6,11-undecanetriol C(CCCCC(CCCCCO)O)O